N-ethyl-5,6-difluoro-N-(((1r,4r)-4-(trifluoromethyl)cyclohexyl)methyl)pyrimidin-4-amine C(C)N(C1=NC=NC(=C1F)F)CC1CCC(CC1)C(F)(F)F